2-(2-(1-methyl-1H-imidazo[1,2-b]pyrazole-7-carbonyl)-2-azaspiro[3.3]heptan-6-yl)-N-(4-(trifluoromethoxy)pyridin-2-yl)acetamide CN1C=CN2N=CC(=C21)C(=O)N2CC1(C2)CC(C1)CC(=O)NC1=NC=CC(=C1)OC(F)(F)F